(2S,3S,5R)-3-((3,4-dihydroxybenzoylamino)methyl)-3-methyl-7-oxo-4-thia-1-azabicyclo[3.2.0]heptane-2-carboxylic acid 4,4-dioxide OC=1C=C(C(=O)NC[C@]2([C@@H](N3C(C[C@H]3S2(=O)=O)=O)C(=O)O)C)C=CC1O